1-(6,7-dichloro-4-methyl-9-(1-methyl-1H-pyrazol-3-yl)-1,3,4,5-tetrahydro-2H-pyrrolo[3,2-c:4,5-c']dipyridin-2-yl)-2-hydroxyethan-1-one ClC1=C2C(=C(N=C1Cl)C1=NN(C=C1)C)C=1CN(CC(C1N2)C)C(CO)=O